(R/S)-6-methyl-6,7-dihydro-5H-pyrazolo[5,1-b][1,3]oxazine-3-carboxylic acid C[C@@H]1CN2C(OC1)=C(C=N2)C(=O)O |r|